uracilsulphonate N1C(=O)NC(=O)C(=C1)S(=O)(=O)[O-]